C1=CC(=CC(=C1)O)/C=C/C(=O)O 3'-hydroxycinnamic acid